ClC=1C2=C(N=CN1)C=CC(=N2)O[C@@H]2CN(CC2)C(=O)OC(C)(C)C tert-butyl (3S)-3-(4-chloropyrido[3,2-d]pyrimidin-6-yl)oxypyrrolidine-1-carboxylate